ClC1=C(C=CC(=C1)OCCN1CCNCC1)C=1N(C2=NC=NC(=C2N1)OC1(CCC1)C)CC1=NC=CC=C1 8-(2-chloro-4-(2-(piperazin-1-yl)ethoxy)phenyl)-6-(1-methylcyclobutoxy)-9-(pyridin-2-ylmethyl)-9H-purine